4-(N,N-diethyl)aminosalicylaldehyde C(C)N(CC)C=1C=C(C(C=O)=CC1)O